2-oxo-7-azaspiro[3.5]nonane-7-carboxylate O=C1CC2(C1)CCN(CC2)C(=O)[O-]